5-bromo-N-(2-chloroethyl)-N-methyl-2-nitro-4-(trifluoromethyl)aniline BrC=1C(=CC(=C(N(C)CCCl)C1)[N+](=O)[O-])C(F)(F)F